tert-butyl-3-(9-(difluoromethyl)-6-(4-(trifluoromethoxy)phenyl)-9H-purin-2-yl)azetidine C(C)(C)(C)N1CC(C1)C1=NC(=C2N=CN(C2=N1)C(F)F)C1=CC=C(C=C1)OC(F)(F)F